N-(1-(3-chlorophenyl)-2-hydroxyethyl)-1-(2-((4-fluoro-3-(4-methylpiperazine-1-carbonyl)phenyl)amino)-5-methylpyrimidin-4-yl)-1H-pyrrole-3-carboxamide ClC=1C=C(C=CC1)C(CO)NC(=O)C1=CN(C=C1)C1=NC(=NC=C1C)NC1=CC(=C(C=C1)F)C(=O)N1CCN(CC1)C